ethylaminoethanol CCNCCO